(R)-(3-(5-Fluoro-4-methylthiazol-2-yl)-8-methyl-5,6-dihydro-[1,2,4]triazolo[4,3-a]pyrazin-7(8H)-yl)(4-fluorophenyl-3-d)methanone FC1=C(N=C(S1)C1=NN=C2N1CCN([C@@H]2C)C(=O)C2=CC(=C(C=C2)F)[2H])C